[C@@H]12CNC[C@H]2C1N1N=C2C(=CC(=CC2=C1)C=1C=C(C=2N(N1)C=C(N2)C)C)F 6-[2-[(1R,5S)-3-azabicyclo[3.1.0]hexan-6-yl]-7-fluoro-indazol-5-yl]-2,8-dimethyl-imidazo[1,2-b]pyridazine